FC(C(=O)O)(F)F.N1(CCNCC1)C(=O)OC(C(F)(F)F)C(F)(F)F 1,1,1,3,3,3-hexafluoropropan-2-yl piperazine-1-carboxylate mono-trifluoroacetic acid salt